C1(CC1)C1=NN(C=C1C1=CC=C2C(=N1)NN=C2)[C@@H]2C[C@H](C2)CNC=2C=C1C(N(C(C1=CC2)=O)C2C(NC(CC2)=O)=O)=O 5-(((Trans-3-(3-cyclopropyl-4-(1H-pyrazolo[3,4-b]pyridin-6-yl)-1H-pyrazol-1-yl)cyclobutyl)methyl)amino)-2-(2,6-dioxopiperidin-3-yl)isoindoline-1,3-dione